ClC1=C(C(=CC=C1)OC(F)F)C1=NOC(=C1C(=O)OC1C[C@H]2CC[C@@H](C1)N2C=2SC1=C(N2)C(=CC(=C1)C(=O)O)F)C1CC1 2-[(1R,3R,5S)-3-([3-[2-chloro-6-(difluoromethoxy)phenyl]-5-cyclopropyl-1,2-oxazol-4-yl]carbonyloxy)-8-azabicyclo[3.2.1]octan-8-yl]-4-fluoro-1,3-benzothiazole-6-carboxylic acid